3-(((tert-butyldiphenylsilyl)oxy)methyl)-1-(2-(2-chloro-6-fluorophenyl)-7-fluoro-4-isopropyl-3,4-dihydro-2H-benzo[b][1,4]oxazin-6-yl)-4-ethyl-1H-1,2,4-triazol-5(4H)-one [Si](C1=CC=CC=C1)(C1=CC=CC=C1)(C(C)(C)C)OCC1=NN(C(N1CC)=O)C1=CC2=C(OC(CN2C(C)C)C2=C(C=CC=C2F)Cl)C=C1F